benzyl-γ-valerolactone C(C1=CC=CC=C1)C1C(=O)OC(C1)C